9-bromo-5-(2-chloro-6-fluoro-quinazolin-4-yl)-3,4-dihydro-2H-pyrido[4,3-b][1,4]oxazepine BrC1=CN=CC2=C1OCCCN2C2=NC(=NC1=CC=C(C=C21)F)Cl